4-(3-((2-((2-cyclopropyl-4-((1R,5S)-8-methyl-3,8-diazabicyclo[3.2.1]octan-3-yl)phenyl)amino)-5-(trifluoromethyl)pyrimidin-4-yl)amino)propyl)-1,4-oxazepan-5-one C1(CC1)C1=C(C=CC(=C1)N1C[C@H]2CC[C@@H](C1)N2C)NC2=NC=C(C(=N2)NCCCN2CCOCCC2=O)C(F)(F)F